NCCC[Si](OCC)(OCC)OCC aminopropyl-triethoxysilane